4-(3-methoxy-5-nitropyridin-2-yl)-1-methyl-2-(trifluoromethyl)piperazine COC=1C(=NC=C(C1)[N+](=O)[O-])N1CC(N(CC1)C)C(F)(F)F